6-bromo-N-(piperidin-4-yl)quinoline-3-carboxamide BrC=1C=C2C=C(C=NC2=CC1)C(=O)NC1CCNCC1